O1CCCC2=CC(=CC=C12)OC1=CC(=CN=N1)[C@@](O)(C1=CC=C(C=C1)C(C)C)C1(CN(C1)C)C (R)-[6-(chroman-6-yloxy)-pyridazin-4-yl]-(1,3-dimethyl-azetidin-3-yl)-(4-isopropyl-phenyl)-methanol